1-methyl-9-[2-carboxy(4-cyclohexenyl)]carbonyloxyanthracene CC1=CC=CC2=CC3=CC=CC=C3C(=C12)OC(=O)C1C(CC=CC1)C(=O)O